3-cyano-N-(1-(2-((R)-1-hydroxyethyl)imidazo[4,5-d]pyrrolo[2,3-b]pyridin-1(6H)-yl)pyrrolidin-3-yl)benzenesulfonamide C(#N)C=1C=C(C=CC1)S(=O)(=O)NC1CN(CC1)N1C(=NC=2C1=C1C(=NC2)NC=C1)[C@@H](C)O